O=C1NC(CCC1C1=NN(C2=C(C=CC=C12)N1C[C@H](CC1)CN1CCN(CC1)C(=O)OC(C)(C)C)C)=O tert-butyl 4-(((3R)-1-(3-(2,6-dioxopiperidin-3-yl)-1-methyl-1H-indazol-7-yl)pyrrolidin-3-yl)methyl)piperazine-1-carboxylate